N[C@@H](C)C(=O)N[C@H](CCC(=O)[O-])C(=O)[O-] L-alanoyl-D-glutamate